(1,3-dichloro-9,9-dimethylacridin-2-one-7-yl) phosphate, diammonium salt [NH4+].[NH4+].P(=O)(OC1=CC=C2N=C3C=C(C(C(=C3C(C2=C1)(C)C)Cl)=O)Cl)([O-])[O-]